C(C)C(=C)C 1-ethyl-1-methylethylene